di-tert-butyl (3-{3-[cis-3-(trifluoromethoxy)cyclobutyl]-1H-pyrazol-1-yl}bicyclo[1.1.1]pentan-1-yl)-2-imidodicarbonate FC(O[C@H]1C[C@H](C1)C1=NN(C=C1)C12CC(C1)(C2)N(C(=O)OC(C)(C)C)C(=O)OC(C)(C)C)(F)F